OC(CC(=O)NC(C(=O)O)CC)(CCC)CCC 2-(3-hydroxy-3-propylhexanamido)butanoic acid